(S)-2-(3-((6-((1-(4-cyclopropylphenyl)ethyl)carbamoyl)-1,2-dimethyl-1H-indol-3-yl)methyl)phenoxy)-2-methylpropanoic acid C1(CC1)C1=CC=C(C=C1)[C@H](C)NC(=O)C1=CC=C2C(=C(N(C2=C1)C)C)CC=1C=C(OC(C(=O)O)(C)C)C=CC1